benzamide glycolate C(CO)(=O)O.C(C1=CC=CC=C1)(=O)N